ClC=1C(=C2C=NNC2=C(C1F)C(CF)C)C=1N=CC=2N(C1)C=C(N2)NC(=O)[C@H]2[C@H](C2)F (1S,2S)-N-(6-(5-chloro-6-fluoro-7-(1-fluoropropan-2-yl)-1H-indazol-4-yl)imidazo[1,2-a]pyrazin-2-yl)-2-fluorocyclopropane-1-carboxamide